C(CCC)C1(C2=CC=CC=C2C=2C=CC(=CC12)CC(C)(N1CCOCC1)C)CCCC 1-(9,9-dibutyl-9H-fluoren-2-yl)-2-methyl-2-morpholin-4-yl-propane